[N+](=O)([O-])C1=CN=C(S1)SC1=NN=C(S1)N 5-(5-Nitrothiazol-2-ylsulfanyl)-1,3,4-thiadiazol-2-amine